tert-butyl ((1s,4s)-4-(((2-aminophenyl)amino)methyl)cyclohexyl)carbamate NC1=C(C=CC=C1)NCC1CCC(CC1)NC(OC(C)(C)C)=O